4'-n-butyl-3-fluoro-4-ethynyl-biphenyl C(CCC)C1=CC=C(C=C1)C1=CC(=C(C=C1)C#C)F